methyl 6-chloro-3-methyl-1-(oxetan-3-yl)-1H-pyrrolo[2,3-b]pyridine-4-carboxylate ClC=1C=C(C2=C(N1)N(C=C2C)C2COC2)C(=O)OC